5-(4-(4-(((2-(2,6-dioxopiperidin-3-yl)-1,3-dioxoisoindolin-4-yl)oxy)methyl)benzyl)piperazin-1-yl)-5-oxopentanoic acid O=C1NC(CCC1N1C(C2=CC=CC(=C2C1=O)OCC1=CC=C(CN2CCN(CC2)C(CCCC(=O)O)=O)C=C1)=O)=O